2-(5-chloro-2-(methylsulfinyl)phenyl)indolo[3,2,1-jk]carbazole ClC=1C=CC(=C(C1)C=1C=C2C=3C=CC=CC3N3C2=C(C1)C1=CC=CC=C13)S(=O)C